C1(CC1)C=1NC(C(=CN1)C(=O)NC=1C(=NC=CC1C1=C(C=CC(=C1)F)F)N1CCOCC1)=O 2-cyclopropyl-N-(4-(2,5-difluorophenyl)-2-morpholinopyridin-3-yl)-6-oxo-1,6-dihydropyrimidine-5-carboxamide